C(#N)C1=C(OC=2C=C3C(N(C=NC3=CC2)[C@@H]2CCC3(C2)CCN(CC3)C3CCC(CC3)C3=C(C=C(C=C3)NC3C(NC(CC3)=O)=O)F)=O)C(=CC=C1NS(N(C)CC)(=O)=O)F 6-[2-cyano-3-[[ethyl(methyl)sulfamoyl]amino]-6-fluoro-phenoxy]-3-[(3R)-8-[4-[4-[(2,6-dioxo-3-piperidyl)amino]-2-fluoro-phenyl]cyclohexyl]-8-azaspiro[4.5]decan-3-yl]-4-oxo-quinazoline